N-(2-(2-fluoro-5-(trifluoromethyl)phenyl)-7-phenylthieno[3,2-d]pyrimidin-4-yl)-5-nitrothiophene-2-carboxamide FC1=C(C=C(C=C1)C(F)(F)F)C=1N=C(C2=C(N1)C(=CS2)C2=CC=CC=C2)NC(=O)C=2SC(=CC2)[N+](=O)[O-]